FC1=C(N=C(C2=C1N=C(N=C2)SC)NCCC=2C=C(C=CC2)S(=O)O)C2=CC=CC1=CC=C(C(=C21)C#C[Si](C(C)C)(C(C)C)C(C)C)F 3-{2-[(8-fluoro-7-{7-fluoro-8-[2-(triisopropylsilyl)ethynyl]naphthalen-1-yl}-2-(methylsulfanyl)pyrido[4,3-d]pyrimidin-5-yl)amino]ethyl}benzenesulfinic acid